2-[4-(4-carboxyphenyl)-6-morpholin-4-yl-pyrimidin-2-ylamino]-4-methylthiazole-5-carboxylic acid ethyl ester C(C)OC(=O)C1=C(N=C(S1)NC1=NC(=CC(=N1)C1=CC=C(C=C1)C(=O)O)N1CCOCC1)C